NC1=CC=C(C=N1)N1CC(OCC1)C(C)(C)O 2-(4-(6-aminopyridin-3-yl)morpholin-2-yl)propan-2-ol